N[C@@H]1[C@H](CC[C@H]1N)CNC(OC(C)(C)C)=O |r| tert-Butyl rac-[(1R,2R,3R)-2,3-diaminocyclopentyl]methylcarbamate